2-hydroxy-4-vinyloxymethyl-1,3,2-dioxaphospholene OP1OC=C(O1)COC=C